(S)-6-((3-methoxypiperidin-1-yl)methyl)-4-(trifluoromethyl)isoindol-1-one CO[C@@H]1CN(CCC1)CC1=CC(=C2C=NC(C2=C1)=O)C(F)(F)F